Hexanedioic acid, mono(2-ethylhexyl) ester C(CCCCC(=O)[O-])(=O)OCC(CCCC)CC